2-(4-(4-(3-chlorobenzimidamido)-1-methyl-1H-pyrrole-2-carboxamido)-1-methyl-1H-pyrrole-2-carboxamido)-5-isopentyl-N-(2-morpholinoethyl)thiazole-4-carboxamide ClC=1C=C(C(NC=2C=C(N(C2)C)C(=O)NC=2C=C(N(C2)C)C(=O)NC=2SC(=C(N2)C(=O)NCCN2CCOCC2)CCC(C)C)=N)C=CC1